NC1=NC=CC=C1C1=NC=2C(=NC(=CC2)N2N=CC=C2)N1C=1C=C2CC[C@@H](C2=CC1)NC(=O)C1=NC=CN=C1 (S)-N-(5-(2-(2-aminopyridin-3-yl)-5-(1H-pyrazol-1-yl)-3H-imidazo[4,5-b]pyridin-3-yl)-2,3-dihydro-1H-inden-1-yl)pyrazine-2-carboxamide